C(C)(C)(C)OC(=O)N1CC2(C1)OCC(C2)O 7-hydroxy-5-oxa-2-azaspiro[3.4]Octane-2-carboxylic acid (S)-tert-butyl ester